tert-butyl-(3-chloro-4-iodophenoxy)dimethylsilane C(C)(C)(C)[Si](C)(C)OC1=CC(=C(C=C1)I)Cl